Hexanoyltyrosine C(CCCCC)(=O)N[C@@H](CC1=CC=C(C=C1)O)C(=O)O